FC(C(=O)O)(F)F.C[C@H]1CN(C[C@@H](N1)C)C=1C=2N(C=C(C1)S(=O)(=O)NC1(C(C1)(C)C)C)C=NC2 8-((3S,5S)-3,5-dimethylpiperazin-1-yl)-N-(1,2,2-trimethylcyclopropyl)imidazo[1,5-a]pyridine-6-sulfonamide trifluoroacetate